2-(2-(dimethoxyphosphoryl)ethoxy)ethanesulfonic acid 2-propynyl ester C(C#C)OS(=O)(=O)CCOCCP(=O)(OC)OC